FC1=CC(=C(CC2(CCC2)CN)C=C1)C (1-(4-fluoro-2-methylbenzyl)cyclobutyl)methanamine